FC1=C(N=CC2=C1N=C(N=C2N2C[C@@H]1CC[C@H](C2)C1CO)OCC12CCCN2CCC1)C1=CC=CC2=CC=CC(=C12)F ((1R,5S,8r)-3-(8-fluoro-7-(8-fluoronaphthalen-1-yl)-2-((tetrahydro-1H-pyrrolizin-7a(5H)-yl)methoxy)pyrido[4,3-d]pyrimidin-4-yl)-3-azabicyclo[3.2.1]octan-8-yl)methanol